CS(=O)(=O)[O-].C(CCCCCCCCC)[NH+]1CC(CC1)C 1-Decyl-3-Methylpyrrolidinium methansulfonat